aminothio carbamate C(N)(OSN)=O